(2S,3S)-ethyl 3-((2-(2-chloro-5H-pyrrolo[2,3-b]pyrazin-7-yl)-5-fluoro-6-(thiophen-2-yl)pyrimidin-4-yl)amino)bicyclo[2.2.2]octane-2-carboxylate ClC=1N=C2C(=NC1)NC=C2C2=NC(=C(C(=N2)N[C@@H]2[C@H](C1CCC2CC1)C(=O)OCC)F)C=1SC=CC1